2-phenyl-2,3-dihydro-4H-1-benzopyran-4-one C1(=CC=CC=C1)C1OC2=C(C(C1)=O)C=CC=C2